NC1=C(C=C(C=N1)C=1C=C(C(=O)O)C=CC1)OCC1=C(C(=CC=C1F)F)Cl 3-[6-amino-5-(2-chloro-3,6-difluoro-benzyloxy)-pyridin-3-yl]-benzoic acid